SC1=NN=C(O1)C1=CC=C(C=C1)NNC(=S)N (4-(5-mercapto-1,3,4-oxadiazole-2-yl)phenyl)thiosemicarbazide